methoxy-[1,1'-biphenyl]-4-carbaldehyde COC1=C(C=CC(=C1)C=O)C1=CC=CC=C1